2,6-bis(diphenylmethyl)-4-tert-butylphenoxide C1(=CC=CC=C1)C(C1=C([O-])C(=CC(=C1)C(C)(C)C)C(C1=CC=CC=C1)C1=CC=CC=C1)C1=CC=CC=C1